ClC1=CC=C(C=C1)Cl L-1,4-dichlorobenzene